O[C@H](C(=O)N1CC2=C(N=C(NC2=O)C2(CC2)C2=CC=CC=C2)CC1)C1=CC=CC=C1 (S)-6-(2-hydroxy-2-phenylacetyl)-2-(1-phenylcyclopropyl)-5,6,7,8-tetrahydropyrido[4,3-d]pyrimidin-4(3H)-one